C(\C=C/C(=O)O)(=O)[O-].[K+] monopotassium maleate salt